(5-(6-chloro-4-(isopropylamino)pyridin-3-yl)-1,3,4-thiadiazol-2-yl)methanol ClC1=CC(=C(C=N1)C1=NN=C(S1)CO)NC(C)C